C(C)(C)(C)OC(C(CC1=CC=C(C=C1)Cl)NCC(=O)NC1=C(C=CC(=C1)Cl)N1N=NC(=C1)Cl)=O 2-((2-((5-chloro-2-(4-chloro-1H-1,2,3-triazol-1-yl)phenyl)amino)-2-oxoethyl)amino)-3-(4-chlorophenyl)propanoic acid tert-butyl ester